FC(COC1=CC(=C(C(=C1)F)[C@H]1CC(N1C1=CC2=C(NC=N2)C=C1)=O)F)(C)F (R)-4-(4-(2,2-difluoropropoxy)-2,6-difluorophenyl)-1-(1H-benzo[d]imidazol-5-yl)azetidin-2-one